1-(1Z-octadecenyl)-2-heptadecanoyl-glycero-3-phospho-(1'-sn-glycerol) CCCCCCCCCCCCCCCC/C=C\OC[C@H](COP(=O)(O)OC[C@H](CO)O)OC(=O)CCCCCCCCCCCCCCCC